O=C1CC(CN1C1=CC=C(C=C1)S(=O)(=O)N1CCN(CC1)C1=NC(=CC(=N1)C([2H])([2H])[2H])C(F)(F)F)NC(OC(C)(C)C)=O tert-butyl N-[5-oxo-1-[4-[4-[4-(trideuteriomethyl)-6-(trifluoromethyl)pyrimidin-2-yl]piperazin-1-yl]sulfonylphenyl]pyrrolidin-3-yl]carbamate